rac-N-((4-acetylmorpholin-2-yl)methyl)-2-(5-((3-(cyclopropylmethyl)-2,4,5-trioxoimidazolidin-1-yl)methyl)-1,2,4-oxadiazol-3-yl)-N-(2-methoxyphenyl)acetamide C(C)(=O)N1C[C@@H](OCC1)CN(C(CC1=NOC(=N1)CN1C(N(C(C1=O)=O)CC1CC1)=O)=O)C1=C(C=CC=C1)OC |r|